N-(6-((4-Chloro-2-fluorophenyl)amino)-1H-indazol-3-yl)-4-(1-methylpiperidin-4-yl)benzamid ClC1=CC(=C(C=C1)NC1=CC=C2C(=NNC2=C1)NC(C1=CC=C(C=C1)C1CCN(CC1)C)=O)F